O=C1NC(CC[C@@H]1N1C(C2=CC=C(C=C2C1)OCCCCCNC(C1=CC(=C(C=C1)NCC1=CC=C(C=C1)C(F)(F)F)C=1N=CN(C1)C)=O)=O)=O N-[5-[2-[(3S)-2,6-Dioxo-3-piperidyl]-1-oxo-isoindolin-5-yl]oxypentyl]-3-(1-methylimidazol-4-yl)-4-[[4-(trifluoromethyl)phenyl]methylamino]benzamide